C(C)(=O)O.C1(CCCCCCC1)NCC1(CN(C1)C(=O)C1=C(C(=C(C=C1)F)F)NC1=C(C=C(C=C1)I)F)O 3-[(cyclooctylamino)methyl]-1-({3,4-difluoro-2-[(2-fluoro-4-iodophenyl)amino]phenyl}carbonyl)azetidin-3-ol acetate salt